NC=1C(=NC(=CN1)C1=CC=C(C=C1)N1[C@@H](CN(CC1)C(C)C)C)C=1C=C2CCNC(C2=CC1)=O (R)-6-(3-amino-6-(4-(4-isopropyl-2-methylpiperazin-1-yl)phenyl)pyrazin-2-yl)-3,4-dihydroisoquinolin-1(2H)-one